3-(2-ethyl-4-(trifluoromethyl)benzyl)-6-(piperazin-1-yl)isobenzofuran-1(3H)-one hydrochloride Cl.C(C)C1=C(CC2OC(C3=CC(=CC=C23)N2CCNCC2)=O)C=CC(=C1)C(F)(F)F